N-[2-(3,4-dichlorophenyl)ethyl]-2-[1-[(4-methylphenyl)methyl]-5-oxopyrrolidin-2-yl]acetamid ClC=1C=C(C=CC1Cl)CCNC(CC1N(C(CC1)=O)CC1=CC=C(C=C1)C)=O